N[C@H](CC1=C(C=2N=NN=C(C2S1)NCC1=CC=NC=C1)Br)CC1(COC1)F (S)-6-(2-amino-3-(3-fluorooxetan-3-yl)propyl)-7-bromo-N-(pyridin-4-ylmethyl)thieno[3,2-d][1,2,3]triazin-4-amine